NC=1NC2=C(N1)C=CC(=C2)SCCC 2-amino-5-(propylthio)benzimidazole